1-Cyclopropyl-N-((1,2,3,5,6,7-hexahydro-s-indacen-4-yl)carbamoyl)piperidine-4-sulfonamide, potassium salt [K].C1(CC1)N1CCC(CC1)S(=O)(=O)NC(NC1=C2CCCC2=CC=2CCCC12)=O